N-(4-(4-amino-2-ethyl-1H-imidazo[4,5-c]quinolin-1-yl)butyl)-4-(2-guanidinoethyl)benzamide NC1=NC=2C=CC=CC2C2=C1N=C(N2CCCCNC(C2=CC=C(C=C2)CCNC(=N)N)=O)CC